3-(4-Fluorophenyl)-3-(((2-(trifluoromethyl)-[1,2,4]triazolo[1,5-a]pyridin-5-yl)amino)methyl)azetidine-1-carboxamide FC1=CC=C(C=C1)C1(CN(C1)C(=O)N)CNC1=CC=CC=2N1N=C(N2)C(F)(F)F